NC=1C(=C(C=CC1N)CN1[C@H](CCC1)C(=O)OC)F Methyl (2R)-1-[(3,4-diamino-2-fluorophenyl)methyl]pyrrolidine-2-carboxylate